CN1CC2(CC2CC1)CO (3-methyl-3-azabicyclo[4.1.0]heptan-1-yl)methanol